NC1=C(C2=C(N=CN=C2C2=CC=CC=C2)N1C1=C(C(=CC=C1C)OC)C)C(=O)N 6-amino-7-(3-methoxy-2,6-dimethylphenyl)-4-phenyl-7H-pyrrolo[2,3-d]pyrimidine-5-carboxamide